Methyl (E)-3-(7-(cyclopentylamino)-5-(ethoxymethyl)-2-phenyl-1H-indol-3-yl)acrylate {methyl (E)-3-(7-(cyclopentylamino)-5-(ethoxymethyl)-2-phenyl-1H-indol-3-yl)acrylate} C/C(/C(=O)O)=C\C1=C(NC2=C(C=C(C=C12)COCC)NC1CCCC1)C1=CC=CC=C1.C1(CCCC1)NC=1C=C(C=C2C(=C(NC12)C1=CC=CC=C1)/C=C/C(=O)OC)COCC